C(CC(=O)[O-])(=O)OC(=O)C1=CC2=C(N=C(O2)C)C=C1 2-methylbenzo[d]oxazole-6-carbonyl malonate